OC1=CC=C(C=C1)C=CCC=CCC 1-(4-hydroxyphenyl)-1,4-heptadiene